BrC=1C=CC(=NC1C)C(=NO)N C5-bromo-N'-hydroxy-6-methylpyridineformamidine